FC(C1=C(C=CC=C1)C1=CC=C(C=C1)S(=O)(=O)Cl)(F)F 2'-(trifluoromethyl)-[1,1'-biphenyl]-4-sulfonyl chloride